p-Toluidine CC1=CC=C(C=C1)N